N1=C(C=CC=C1)CCSCCCCSCCC1=NC=CC=C1 1,10-Bis(2-pyridyl)-3,8-dithiadecan